C(=O)OC1=C(C=CC(=C1)C=1C=NNC1)C1=CC2=C(N=N1)N=C(S2)N(C)[C@H]2[C@@H](CNCC2)F 2-(6-{[(3r,4r)-3-fluoropiperidin-4-yl](methyl)amino}[1,3]thiazolo[4,5-c]pyridazin-3-yl)-5-(1H-pyrazol-4-yl)phenol formate